(rac)-1-[1-[2-amino-4-(trifluoromethoxy)benzoyl]-4-piperidyl]-6-(2-oxo-4-piperidyl)-3H-imidazo[4,5-b]pyridin-2-one NC1=C(C(=O)N2CCC(CC2)N2C(NC3=NC=C(C=C32)[C@H]3CC(NCC3)=O)=O)C=CC(=C1)OC(F)(F)F |r|